O1CCOC2=C1C=CC(=C2)CN(CC2=CC=C(C=C2)CNCC2=NC=CC=C2)C2CCCC=1C=CC=NC21 N-(1,4-benzodioxan-6-ylmethyl)-N'-(2-pyridinylmethyl)-N-(5,6,7,8-tetrahydro-8-quinolinyl)-1,4-benzenedimethanamine